C(#N)[C@H](C[C@H]1C(NCC1)=O)NC([C@H](CC(C)(C)C)NC(=O)C=1NC2=CC=CC(=C2C1C(F)(F)F)OC)=O N-[(2S)-1-({(1S)-1-cyano-2-[(3S)-2-oxopyrrolidin-3-yl]ethyl}amino)-4,4-dimethyl-1-oxopentan-2-yl]-4-methoxy-3-(trifluoromethyl)-1H-indole-2-carboxamide